COC1=C(CNC2=C(C(=CC=C2)C2=NN(C=N2)C)C(C)=O)C=CC(=C1)OC 1-(2-((2,4-Dimethoxybenzyl)amino)-6-(1-methyl-1H-1,2,4-triazol-3-yl)phenyl)ethan-1-one